3,3-bis(1-ethyl-2-methyl-1H-indol-3-yl)-4-azaphthalide C(C)N1C(=C(C2=CC=CC=C12)C1(OC(=O)C2=CC=CN=C12)C1=C(N(C2=CC=CC=C12)CC)C)C